2-bromo-1-(3-chloro-7-methoxyquinolin-6-yl)ethan-1-one BrCC(=O)C=1C=C2C=C(C=NC2=CC1OC)Cl